C(C)(C)(C)OC(=O)N1C[C@H](O[C@@H](C1)C)CO.ClC1=C2C=NN(C2=CC=C1NNC(NC(C1=CC(=CC=C1)C=1OC=CN1)=O)=O)C1OCCCC1 N-(4-chloro-1-(tetrahydro-2H-pyran-2-yl)-1H-indazol-5-yl)-2-(3-(oxazol-2-yl)benzoyl)carbamoyl-hydrazine tert-butyl-(2S,6R)-2-(hydroxymethyl)-6-methyl-morpholine-4-carboxylate